C(C)N(CCOC=1C=C2C(=CC=NC2=CC1OC)OC1=C(C=C(C=C1)NC(=O)C1(CC1)C(=O)NC1=CC=C(C=C1)F)F)CC N-(4-{[6-{[2-(Diethylamino)ethyl]oxy}-7-(methyloxy)chinolin-4-yl]oxy}-3-fluorophenyl)-N'-(4-fluorophenyl)cyclopropan-1,1-dicarboxamid